N-[2-(3,3-difluoropyrrolidin-1-yl)-4-[6-(trifluoromethyl)-2-pyridyl]-3-pyridyl]-2-isopropyl-pyrimidine-5-carboxamide FC1(CN(CC1)C1=NC=CC(=C1NC(=O)C=1C=NC(=NC1)C(C)C)C1=NC(=CC=C1)C(F)(F)F)F